CC1(OC(C(C(O1)=O)CC(CC1=CC(=C(C=C1)F)[N+](=O)[O-])NC(OC(C)(C)C)=O)=O)C tert-Butyl 1-(2,2-dimethyl-4,6-dioxo-1,3-dioxan-5-yl)-3-(4-fluoro-3-nitrophenyl)propan-2-ylcarbamate